OC=1C(=NC=CC1)C=1SC[C@H](N1)C=O (R)-2-(3-hydroxypyridin-2-yl)-4,5-dihydrothiazole-4-carbaldehyde